OC1CC2=CC=C(C=C2C1)C1CCN(CC1)C(=O)OC(C)(C)C Tert-Butyl 4-(2-hydroxy-2,3-dihydro-1H-inden-5-yl)piperidine-1-carboxylate